N-((2-(2,6-dioxopiperidin-3-yl)-1-oxoisoindoline-5-yl)methyl)-2-phenylacetamide O=C1NC(CCC1N1C(C2=CC=C(C=C2C1)CNC(CC1=CC=CC=C1)=O)=O)=O